C(CCC)(O)O[2H] Butandiol-d